(3aR,6aS)-N-[(1R,6S)-2,2-difluoro-6-{[(3S)-1-(propan-2-yl)pyrrolidin-3-yl]oxy}cyclohexyl]-5-phenyl-Hexahydropyrrolo[3,4-c]pyrrole-2(1H)-carboxamide FC1([C@@H]([C@H](CCC1)O[C@@H]1CN(CC1)C(C)C)NC(=O)N1C[C@@H]2CN(C[C@@H]2C1)C1=CC=CC=C1)F